N-(3-(2-(diethylamino)-5-(2-((2,2-dioxido-2-thiaspiro[3.3]heptan-6-yl)amino)-pyrimidin-4-yl)thiazol-4-yl)-2-fluorophenyl)-2,6-difluorobenzenesulfonamide C(C)N(C=1SC(=C(N1)C=1C(=C(C=CC1)NS(=O)(=O)C1=C(C=CC=C1F)F)F)C1=NC(=NC=C1)NC1CC2(CS(C2)(=O)=O)C1)CC